BrC1=C(C2=C(CN3[C@@H](CO2)CN(CC3)C(=O)OC(C)(C)C)C(=C1Cl)OC)Cl tert-butyl (12aR)-9-bromo-8,10-dichloro-7-methoxy-3,4,12,12a-tetrahydro-6H-pyrazino[2,1-c][1,4]benzoxazepine-2(1H)-carboxylate